[N+](=O)([O-])C1=CC=C(C(=O)O)C=C1.N[C@@H]1C(N([C@@H]([C@@H](C1)C1=CC=CC=C1)C)CC(F)(F)F)=O (3S,5S,6R)-3-amino-6-methyl-5-phenyl-1-(2,2,2-trifluoroethyl)piperidin-2-one 4-nitrobenzoate